CO[Si](N1CCNCCNCCC1)(OC)OC N-trimethoxysilyl-1,4,7-triazacyclodecane